The molecule is a phthalic acid monoester resulting from the formal condensation of one of the carboxy gruops of phthalic acid with the hydroxy group of 3-(hydroxymethyl)heptanoic acid. It has a role as a human urinary metabolite and a human xenobiotic metabolite. It is a phthalic acid monoester and a dicarboxylic acid. CCCCC(CC(=O)O)COC(=O)C1=CC=CC=C1C(=O)O